(1S,2S)-2-(((3-(trifluoromethyl)pyridin-2-yl)methyl)amino)cyclohexan-1-ol FC(C=1C(=NC=CC1)CN[C@@H]1[C@H](CCCC1)O)(F)F